(1S,2S)-2-(dibenzylamino)cyclobutan-1-ol C(C1=CC=CC=C1)N([C@@H]1[C@H](CC1)O)CC1=CC=CC=C1